C1CC12CC2 spiro[2.2]pentan